N-(5-chloro-1H-pyrrolo[3,2-b]pyridin-3-yl)-1-(2-methoxyethyl)-5-(trifluoromethyl)-1H-benzo[d]imidazol-2-amine ClC1=CC=C2C(=N1)C(=CN2)NC2=NC1=C(N2CCOC)C=CC(=C1)C(F)(F)F